4-chloro-2-methylsulfanyl-pyrimidine ClC1=NC(=NC=C1)SC